ClC1=C(C2=C(NC(O[C@@]23CN(CCC3)C(=O)C3=NC(=NN3COCC[Si](C)(C)C)[C@H](CC)Cl)=O)C=C1)F (R)-6-Chloro-1'-(3-((S)-1-chloropropyl)-1-((2-(trimethylsilyl)ethoxy)methyl)-1H-1,2,4-triazole-5-carbonyl)-5-fluorospiro[benzo[d][1,3]oxazine-4,3'-piperidin]-2(1H)-one